B([O-])([O-])[O-].B([O-])([O-])[O-].B([O-])([O-])[O-].[Bi+3].[Bi+3].[Bi+3] bismuth Triborate